COC=1C=C(C=O)C=C(C1C)OC 3,5-Dimethoxy-4-methylbenzaldehyde